tert-butyl N-(4-{2,7-dichloro-8-fluoropyrido[4,3-d]pyrimidin-4-yl}-1,4-oxazepan-6-yl)carbamate ClC=1N=C(C2=C(N1)C(=C(N=C2)Cl)F)N2CCOCC(C2)NC(OC(C)(C)C)=O